FC=1C=C2C(=NC1)NC=C2C2=NC(=CC(=N2)N[C@@H]2[C@H](C1CCC2CC1)C(=O)OCC)C=1OC(=CC1)[N+](=O)[O-] (2S,3S)-ethyl 3-((2-(5-fluoro-1H-pyrrolo[2,3-b]pyridin-3-yl)-6-(5-nitrofuran-2-yl)pyrimidin-4-yl)amino)bicyclo[2.2.2]octane-2-carboxylate